C(C=C)(=O)OC(C)C isopropyl (acrylate)